C(#N)C1=NC=CC(=C1)C=1C=NC=C(C1)NC(OC(C)(C)C)=O tert-Butyl (2'-cyano-3,4'-bipyridin-5-yl)carbamate